ethyl-sec-butylamine C(C)NC(C)CC